ClC=1C(=NC(=NC1)NC1=CC2=C(B(OC2)O)C(=C1)F)NC1COCCC1C#N 3-((5-chloro-2-((7-fluoro-1-hydroxy-1,3-dihydrobenzo[c][1,2]oxaborol-5-yl)amino)pyrimidin-4-yl)amino)tetrahydro-2H-pyran-4-carbonitrile